NC1=C(C2=C(N=C(N=C2)SC)N1C1=C(C(=CC=C1C)OC)C)C#N 6-amino-7-(3-methoxy-2,6-dimethylphenyl)-2-(methylthio)-7H-pyrrolo[2,3-d]pyrimidine-5-carbonitrile